OC(C(=O)O)=C(C(=O)O)O 2,3-dihydroxy-butenedioic acid